4-Iodo-5-isobutyl-1-(4-methoxybenzyl)-1H-pyrazole IC=1C=NN(C1CC(C)C)CC1=CC=C(C=C1)OC